COC1CCC2=CC(=CC(=C12)B1OC(C(O1)(C)C)(C)C)OCOC 2-(3-methoxy-6-(methoxymethoxy)-2,3-dihydro-1H-inden-4-yl)-4,4,5,5-tetramethyl-1,3,2-dioxaborolane